[N+](=O)([O-])C1=CC(=C(CCNC(C2=NC=CC=C2)=O)C(=C1)[Se]C1=CC=CC=C1)[Se]C1=CC=CC=C1 N-(4-nitro-2,6-bis(phenylselanyl)phenethyl)picolinamide